1-[4-(4-bromopyrazol-1-yl)butyl]-5,7-difluoroindole-3-carbonitrile BrC=1C=NN(C1)CCCCN1C=C(C2=CC(=CC(=C12)F)F)C#N